ClC=1C=C(C=C(C1)C1=NC=C(C=N1)F)[C@H]1N(CCNC1)C(=O)OC(C)(C)C tert-butyl (R)-2-(3-chloro-5-(5-fluoropyrimidin-2-yl)phenyl)piperazine-1-carboxylate